tert-butyl (1R,4R)-5-{2-[4-(4-chlorophenyl)-5-(pyridin-4-yl)-1H-imidazol-1-yl]acetyl}-2,5-diazabicyclo[2.2.1]heptane-2-carboxylate ClC1=CC=C(C=C1)C=1N=CN(C1C1=CC=NC=C1)CC(=O)N1[C@H]2CN([C@@H](C1)C2)C(=O)OC(C)(C)C